Normal-hexyl-2-cyanoacrylate C(CCCCC)OC(C(=C)C#N)=O